N-methyl-2-oxo-imidazolidine-4-carboxamide CNC(=O)C1NC(NC1)=O